6,10-dimethyl-2,3,4,4a,5,6-hexahydro-1H-pyrido[1'',2'':4',5']pyrazino[2',3':5,6]pyrido[2,3-d]pyrimidin-5-ol CN1C(C2N(C=3C1=CC=1C(=NC(=NC1)C)N3)CCCC2)O